ClC1=NC=CC(=N1)C1=CC=CC(=N1)C1=NOC(=C1)[C@]1(C(N([C@@H](C1)C)C)=O)O (3r,5r)-3-(3-(6-(2-chloropyrimidin-4-yl)pyridin-2-yl)isoxazol-5-yl)-3-hydroxy-1,5-dimethylpyrrolidin-2-one